4-(4-(1-cyano-2-ethoxy-2-oxoethyl)-2-methyl-5-nitrophenyl)piperazine-1-carboxylic acid benzyl ester C(C1=CC=CC=C1)OC(=O)N1CCN(CC1)C1=C(C=C(C(=C1)[N+](=O)[O-])C(C(=O)OCC)C#N)C